4-(1-Ethyl-piperidin-3-yl)-N-[4-methyl-3-(4-pyridin-3-yl-pyrimidin-2-ylamino)-phenyl]-benzamide C(C)N1CC(CCC1)C1=CC=C(C(=O)NC2=CC(=C(C=C2)C)NC2=NC=CC(=N2)C=2C=NC=CC2)C=C1